CSC1=NC(=NN1)CCCCCCCCCC1=NNC(=N1)SC 3,3'-nonamethylenebis(5-methylthio-1,2,4-triazole)